3-(4,4,5,5-tetramethyl-1,3,2-dioxaborolan-2-yl)-4-(trifluoromethyl)pyridine CC1(OB(OC1(C)C)C=1C=NC=CC1C(F)(F)F)C